2-(benzo[b]thiophen-3-yl)-4-((4-hydroxyphenethyl)amino)-7-isopropyl-7H-pyrrolo[2,3-d]pyrimidine-5-carbonitrile S1C2=C(C(=C1)C=1N=C(C3=C(N1)N(C=C3C#N)C(C)C)NCCC3=CC=C(C=C3)O)C=CC=C2